1'-[2-(3-chloro-4-methanesulfonylphenoxy)ethyl]-2-oxo-1,2-dihydrospiro[indole-3,4'-piperidine]-5-carbonitrile ClC=1C=C(OCCN2CCC3(CC2)C(NC2=CC=C(C=C23)C#N)=O)C=CC1S(=O)(=O)C